L-1-Ethylamine C(C)N